C(C=C)[C@H]1N(CCOC1)C1=NC(=C(C=C1C(F)(F)F)[N+](=O)[O-])C=1OC(=NN1)C(CCC=C)(C(F)(F)F)OCC1=CC=CC=C1 (3R)-3-allyl-4-[6-[5-[1-benzyloxy-1-(trifluoromethyl)pent-4-enyl]-1,3,4-oxadiazol-2-yl]-5-nitro-3-(trifluoromethyl)-2-pyridyl]morpholine